4-((dimethylamino)methyl)-1H-indol-5-yl[1,4'-bipiperidine]-1'-carboxylate CN(C)CC1=C2C=CNC2=CC=C1OC(=O)N1CCC(CC1)N1CCCCC1